tert-butyl (R)-4-(3-ethoxycarbonyl-4-nitrophenyl)-3-methylpiperidine-1-carboxylate C(C)OC(=O)C=1C=C(C=CC1[N+](=O)[O-])C1[C@H](CN(CC1)C(=O)OC(C)(C)C)C